diglycoloyl dichloride C(COCC(=O)Cl)(=O)Cl